C1(=CC(=CC=C1)N1C(C=CC1=O)=O)N1C(C=CC1=O)=O 1,1'-(1,3-phenylene)bis(1H-pyrrole-2,5-dione)